C[C@@H]1O[C@@H](CN(C1)C1=CC=C(C=C1)NC1=NC=C(C(=N1)OCC1C(CNCC1)F)F)C N-(4-((2S,6R)-2,6-dimethylmorpholino)phenyl)-5-fluoro-4-((3-fluoropiperidin-4-yl)methoxy)pyrimidin-2-amine